isononadecyl-urea C(CCCCCCCCCCCCCCCC(C)C)NC(=O)N